zinc(II) oxalate dihydrate O.O.C(C(=O)[O-])(=O)[O-].[Zn+2]